C1CCC(NCCNCCNCCNCCNCCNCCNCCNCCNCCNCCNCCNCCNCCNCCNCCNCCC1)C(=O)O 5,8,11,14,17,20,23,26,29,32,35,38,41,44,47,50-hexadecaazacyclotripentacontane-4-carboxylic acid